C(C)(C)(C)C1=NN=C2N1C(N(C1=C2N=CC(=C1)N1CCN(CC1)C(=O)OC(C)(C)C)CC1=CC=C(C=C1)OC)=O tert-Butyl 4-(3-(tert-butyl)-6-(4-methoxybenzyl)-5-oxo-5,6-dihydropyrido[2,3-e][1,2,4]triazolo[4,3-c]pyrimidin-8-yl)piperazine-1-carboxylate